CC(CO)(C1=CC=CC=C1)C dimethylphenylethyl Alcohol